Cyclohexylmethyl (1-hydroxy-7-methyl-1,3-dihydrobenzo[c][1,2]oxaborole-6-carbonyl)-L-valinate OB1OCC2=C1C(=C(C=C2)C(=O)N[C@@H](C(C)C)C(=O)OCC2CCCCC2)C